C(C)(C)(C)OC(=O)N1[C@@H](CC1)C(NC1=CC=CC=2NC(N(C21)C2CCC(CC2)C(NC2=CC(=C(C=C2)C)OC)=O)=O)=O (2S)-2-[[1-cis-[4-[(3-methoxy-4-methyl-phenyl)carbamoyl]cyclohexyl]-2-oxo-3H-benzimidazol-4-yl]carbamoyl]azetidine-1-carboxylic acid tert-butyl ester